(2S,4R)-1-(2-(3-(3-bromopropoxy)isoxazol-5-yl)-3-methylbutanoyl)-4-hydroxy-N-(4-(4-methylthiazol-5-yl)benzyl)pyrrolidine-2-carboxamide BrCCCOC1=NOC(=C1)C(C(=O)N1[C@@H](C[C@H](C1)O)C(=O)NCC1=CC=C(C=C1)C1=C(N=CS1)C)C(C)C